2-(2-hydroxy-4-(trifluoromethyl)phenyl)-4H-benzo[e][1,3]oxazin-4-one OC1=C(C=CC(=C1)C(F)(F)F)C=1OC2=C(C(N1)=O)C=CC=C2